(3R,5R)-3-(8-cyano-quinolin-5-yl)-5-methyl-piperidine-1-carboxylic acid amide C(#N)C=1C=CC(=C2C=CC=NC12)[C@@H]1CN(C[C@@H](C1)C)C(=O)N